FC1(CCN(CC1)C(=O)C1=C(C=C(C=C1)C1=NNC(=C1)C)C1=NN(C=C1)C(C)C)F (4,4-difluoro-1-piperidyl)-[2-(1-isopropylpyrazol-3-yl)-4-(5-methyl-1H-pyrazol-3-yl)phenyl]methanone